4-(5-Phenyl-6-tetrahydropyran-4-yl-1H-pyrrolo[2,3-f]indazol-7-yl)benzoic acid C1(=CC=CC=C1)N1C(=C(C2=C1C=C1C=NNC1=C2)C2=CC=C(C(=O)O)C=C2)C2CCOCC2